4-(1H-3-indolyl)pyrimidine-2-amine N1C=C(C2=CC=CC=C12)C1=NC(=NC=C1)N